COC1=C(C=C(C=N1)C=1C=CC=2N=CN=C(C2N1)C=1CCN(CC1)C(=O)OC(C)(C)C)NS(=O)(=O)C1=C(C=C(C=C1F)F)F tert-butyl 4-(6-(6-methoxy-5-((2,4,6-trifluorophenyl)sulfonamido)pyridin-3-yl)pyrido[3,2-d]pyrimidin-4-yl)-3,6-dihydropyridine-1(2H)-carboxylate